N1=C(C=C2N1CCNC2)C(C)OC[C@H](C)NC2=C(C(NN=C2)=O)C(F)(F)F 5-(((2S)-1-(1-(4,5,6,7-tetrahydropyrazolo[1,5-a]pyrazin-2-yl)ethoxy)propan-2-yl)amino)-4-(trifluoromethyl)pyridazin-3(2H)-one